C(C)OC=1C=C(C=CC1OC)[C@@H](CS(=O)(=O)C)N1C(C2=CC=CC(=C2C1=O)NC(CCC)=O)=O N-{2-[(1S)-1-(3-ethoxy-4-methoxyphenyl)-2-methylsulfonylethyl]-1,3-dioxo-2,3-dihydro-1H-isoindol-4-yl}butyramide